4'-{[(1R,2R,5S)-3-{[4-(propan-2-yl)phenyl]carbamoyl}-3-azabicyclo[3.1.0]hexane-2-carbonyl]amino}[1,1'-biphenyl]-4-carboxylic acid CC(C)C1=CC=C(C=C1)NC(=O)N1[C@H]([C@@H]2C[C@@H]2C1)C(=O)NC1=CC=C(C=C1)C1=CC=C(C=C1)C(=O)O